O=C(CC(=O)C1=CC=C(C[C@H](N)C(=O)O)C=C1)C para-(3-oxobutanoyl)-L-phenylalanine